4-(1-pyrenyl)butanamide tert-butyl-2-[5-(1-methoxycarbonyl-2-methyl-propyl)isoxazol-3-yl]-2,7-diazaspiro[3.5]nonane-7-carboxylate C(C)(C)(C)OC(=O)N1CCC2(CN(C2)C2=NOC(=C2)C(C(C)C)C(=O)OC)CC1.C1(=CC=C2C=CC3=CC=CC4=CC=C1C2=C34)CCCC(=O)N